C(C)(C)(C)C=1C=C(C=CC(=O)OCCCCCCCCCCCCCCCCCC)C=C(C1O)C(C)(C)C octadecyl 3,5-di(tert-butyl)-4-hydroxycinnamate